C(C1=CC=CC=C1)N1CC(C(CC1)N1CCC(CC1)C1CCN(CC1)C1=CC2=C(N(C(N2C)=O)C2C(NC(CC2)=O)=O)C=C1)(F)F 3-(5-(1-benzyl-3,3-difluoro-[4,1':4',4''-terpiperidin]-1''-yl)-3-methyl-2-oxo-2,3-dihydro-1H-benzo[d]imidazol-1-yl)piperidine-2,6-dione